N'-(1,2,3,5,6,7-hexahydro-s-indacen-4-ylcarbamoyl)-4-(2-methoxypropan-2-yl)-benzenesulfonimidamide C1CCC2=C(C=3CCCC3C=C12)NC(=O)N=S(=O)(N)C1=CC=C(C=C1)C(C)(C)OC